C(C)(C)(C)N(C(=O)OCC1=CC=C(C=C1)C=1NC=CN1)[C@H]1CCN2C1=CC=1C(=CC(=C(C21)Cl)Cl)O (4-(1H-imidazol-2-yl)phenyl)methanol tert-butyl-(S)-(5,6-dichloro-8-hydroxy-2,3-dihydro-1H-pyrrolo[1,2-a]indol-1-yl)carbamate